FC(C(=O)NC1=CC=C(C=C1)NCC1=CC=C(C=C1)O)C(CCCC)F 2,3-difluoro-N-(4-((4-hydroxybenzyl)amino)phenyl)heptanamide